ClC=1C=CC=C2C(C=C(OC12)C1=C(OCC(=O)O)C=C(C=C1)C)=O 2-[2-(8-chloro-4-oxo-chromen-2-yl)-5-methyl-phenoxy]acetic acid